4-(5-ethoxy-4-methylpyridin-2-yl)-N-(3-methylpyridin-2-yl)thiazol-2-amine C(C)OC=1C(=CC(=NC1)C=1N=C(SC1)NC1=NC=CC=C1C)C